BrCC(C#N)CC 2-(bromomethyl)butanenitrile